N1=NC=CC2=C1NC=C2C=O 7H-pyrrolo[2,3-c]pyridazine-5-carbaldehyde